tert-butyl 2-((1-(5-(1-(4-cyano-3-(trifluoromethyl)phenyl)piperidine-4-carboxamido)pyrazin-2-yl)piperidin-4-yl)methyl)-2,7-diazaspiro[3.5]nonane-7-carboxylate C(#N)C1=C(C=C(C=C1)N1CCC(CC1)C(=O)NC=1N=CC(=NC1)N1CCC(CC1)CN1CC2(C1)CCN(CC2)C(=O)OC(C)(C)C)C(F)(F)F